4-bromo-1,6-octadiene BrC(CC=C)CC=CC